C(C(C)C)(=O)CC(=O)NC1=CC=CC=C1 Isobutyrylacetanilide